2-(4-tert-butyl-N-[(2R)-2-cyanopyrrolidin-1-yl]sulfonyl-anilino)-N-(4,4-difluorocyclohexyl)-2-(5-fluoro-3-pyridyl)acetamide C(C)(C)(C)C1=CC=C(N(S(=O)(=O)N2[C@H](CCC2)C#N)C(C(=O)NC2CCC(CC2)(F)F)C=2C=NC=C(C2)F)C=C1